ClC=1C=C(C=CC1F)C(C=1NC(=C(N1)S(=O)(=O)C)C)OCC1=C(C=CC=C1F)F 2-((3-chloro-4-fluorophenyl)((2,6-difluorobenzyl)oxy)methyl)-5-methyl-4-(methylsulfonyl)-1H-imidazole